C(#N)C=1C=C(C=CC1)N1N=C(C=C1C(=O)NC1=CC(=CC=C1)C(C1=CC=C(C=C1)S(N)(=O)=O)NCC1CC1)C(F)(F)F 1-(3-cyanophenyl)-N-(3-((cyclopropylmethylamino)(4-sulfamoylphenyl)methyl)phenyl)-3-(trifluoromethyl)-1H-pyrazole-5-carboxamide